3-[(3-fluoro-1-methylazetidin-3-yl)methoxy]-5-(5-methyl-1,3-thiazol-2-yl)benzonitrile FC1(CN(C1)C)COC=1C=C(C#N)C=C(C1)C=1SC(=CN1)C